BrC=1C=CC=C2C(CC(OC12)C)C(=O)O 8-Bromo-2-methyl-chromane-4-carboxylic acid